(cis)-3-((4-(2-azidopropan-2-yl)-6-(((R)-7,7,8-trimethyl-5-oxo-7,8-dihydro-5H-pyrano[4,3-b]pyridin-2-yl)amino)-2,7-naphthyridin-1-yl)oxy)cyclobutane-1-carboxylic acid N(=[N+]=[N-])C(C)(C)C1=CN=C(C2=CN=C(C=C12)NC1=CC=C2C(=N1)[C@H](C(OC2=O)(C)C)C)O[C@H]2C[C@H](C2)C(=O)O